(S)-5-(1-(3-(ethoxymethyl)-3-(4-fluorophenethyl)pyrrolidin-1-yl)cyclopropyl)-4-ethyl-2-methylpyridine C(C)OC[C@@]1(CN(CC1)C1(CC1)C=1C(=CC(=NC1)C)CC)CCC1=CC=C(C=C1)F